tert-butyl 4-(4-((6-amino-2-(2-hydroxyethoxy)-8-methoxy-9H-purin-9-yl)methyl)-2-((dimethoxyphosphoryl)methyl)phenoxy)piperidine-1-carboxylate NC1=C2N=C(N(C2=NC(=N1)OCCO)CC1=CC(=C(OC2CCN(CC2)C(=O)OC(C)(C)C)C=C1)CP(=O)(OC)OC)OC